F[C@H]1[C@H](C(CN(C1)C1=NC=CC(=N1)NC=1N=CC2=C(N=CC(=C2C1)[C@@H](CO)C)N1[C@@H](CC1)C)(C)C)O (4S,5R)-5-fluoro-1-(4-((5-((S)-1-hydroxypropan-2-yl)-8-((R)-2-methylazetidin-1-yl)-2,7-naphthyridin-3-yl)amino)pyrimidin-2-yl)-3,3-dimethylpiperidin-4-ol